N-(2-(2-oxabicyclo[2.1.1]hex-1-yl)-6-methylpyrimidin-4-yl)-6'-chloro-5-(methoxymethyl)-[2,3'-bipyridin]-4'-amine C12(OCC(C1)C2)C2=NC(=CC(=N2)NC2=C(C=NC(=C2)Cl)C2=NC=C(C=C2)COC)C